hydroxy-2,6-dimethylbenzamidine OC=1C(=C(C(=N)N)C(=CC1)C)C